C(C)(C)(C)N1[C@H](C[C@@H](C1)N1N=C(C(=C1NCC)C#N)Br)COC tert-butyl-(2R,4S)-4-[3-bromo-4-cyano-5-(ethylamino)pyrazol-1-yl]-2-(methoxymethyl)pyrrolidine